C(C)(C)N1C=NC(=C1C(=O)NC1CN(C1)C(=O)OC(C)(C)C)C tert-Butyl 3-(1-isopropyl-4-methyl-1H-imidazole-5-carboxamido)azetidine-1-carboxylate